(S)-1-ethyl-1-(2,2,2-trifluoro-1-(5-methoxy-4-(8-methoxyimidazo[1,2-a]pyrazin-6-yl)pyridin-2-yl)ethyl)-3-(1-(trifluoromethyl)cyclobutyl)urea C(C)N(C(=O)NC1(CCC1)C(F)(F)F)[C@H](C(F)(F)F)C1=NC=C(C(=C1)C=1N=C(C=2N(C1)C=CN2)OC)OC